Cl.N[C@@H](C(=O)N1CCN(CC1)CC1=C(C=CC=C1F)OCC)C1CCN(CC1)CCC1=C(C=CC(=C1)Cl)C1=C(C=CC=C1)O (R)-2-amino-2-(1-(2-(4-chloro-2'-hydroxy-[1,1'-biphenyl]-2-yl)ethyl)piperidin-4-yl)-1-(4-(2-ethoxy-6-fluorobenzyl)piperazin-1-yl)ethan-1-one hydrochloride